ClC1=C(C(=NN1C)C1=NOC(=C1)C)CN1CC(CC1)CNCCC N-((1-((5-Chloro-1-methyl-3-(5-methylisoxazol-3-yl)-1H-pyrazol-4-yl)methyl)pyrrolidin-3-yl)methyl)propan-1-amine